6-(2-bromoethoxy)-1-[(cis)-3-hydroxycyclobutyl]-1,2,3,4-tetrahydro-1,8-naphthyridin-2-one BrCCOC=1C=C2CCC(N(C2=NC1)[C@@H]1C[C@@H](C1)O)=O